5-(3-isopropyl-5-(piperidin-4-yl)-1H-indol-2-yl)-7-methyl-[1,2,3]triazolo[1,5-a]pyridine C(C)(C)C1=C(NC2=CC=C(C=C12)C1CCNCC1)C1=CC=2N(C(=C1)C)N=NC2